ClC=1C=C(C=CC1)N1CC2C(C2C1)C(=NO)N 3-(3-chlorophenyl)-N'-hydroxy-3-azabicyclo[3.1.0]hexane-6-carboxamidine